C(CCC)[Sn](CCCC)(CCCC)COC[C@@H](C)/N=C/C1=NC=C(C=C1)C(F)(F)F (R,E)-N-(1-((tributylstannyl)methoxy)propan-2-yl)-1-(5-(trifluoromethyl)pyridin-2-yl)methanimine